1-tert-butyl 2,5-dioxopyrrolidin-1-yl (4R)-4-[[(9H-fluoren-9-ylmethoxy)carbonyl]amino]pentanedioate C1=CC=CC=2C3=CC=CC=C3C(C12)COC(=O)N[C@H](CCC(=O)OC(C)(C)C)C(=O)ON1C(CCC1=O)=O